3-[3-[[2-(3,4-dimethylphenyl)-5-methyl-3-oxo-1H-pyrazol-4-yl]diazenyl]-2-hydroxyphenyl]benzoic acid CC=1C=C(C=CC1C)N1NC(=C(C1=O)N=NC=1C(=C(C=CC1)C=1C=C(C(=O)O)C=CC1)O)C